9,9',9'',9'''-(4-(3-(6-methylpyridin-2-yl)phenyl)pyridine-2,3,5,6-tetrayl)tetrakis(3,6-dimethyl-9H-carbazole) CC1=CC=CC(=N1)C=1C=C(C=CC1)C1=C(C(=NC(=C1N1C2=CC=C(C=C2C=2C=C(C=CC12)C)C)N1C2=CC=C(C=C2C=2C=C(C=CC12)C)C)N1C2=CC=C(C=C2C=2C=C(C=CC12)C)C)N1C2=CC=C(C=C2C=2C=C(C=CC12)C)C